6-[4-(trifluoromethoxy)phenyl]pyrimidine-4-carboxamide FC(OC1=CC=C(C=C1)C1=CC(=NC=N1)C(=O)N)(F)F